CC(CCC(C1=NN=NN1)NC1=NC=NC2=CC(=CC=C12)C#N)(C)C 4-((4,4-dimethyl-1-(1H-tetrazol-5-yl)pentyl)amino)quinazoline-7-carbonitrile